4-(4-(4-(pyridin-2-yl)piperazin-1-yl)quinazolin-6-yl)pyridin-2-amine N1=C(C=CC=C1)N1CCN(CC1)C1=NC=NC2=CC=C(C=C12)C1=CC(=NC=C1)N